ethyl 1-(5-bromopentyl)-4-[(tert-butoxycarbonyl)amino]pyrrole-2-carboxylate BrCCCCCN1C(=CC(=C1)NC(=O)OC(C)(C)C)C(=O)OCC